6-(1-(1-((2S,4R)-4-fluoro-1-methylpyrrolidine-2-carbonyl)piperidin-4-yl)-5-methyl-1H-pyrazol-4-yl)-4-((3-fluoropyridin-2-yl)thio)pyrazolo[1,5-a]pyridine-3-carbonitrile F[C@@H]1C[C@H](N(C1)C)C(=O)N1CCC(CC1)N1N=CC(=C1C)C=1C=C(C=2N(C1)N=CC2C#N)SC2=NC=CC=C2F